(2,6-dimethyl)phenyltriazene CC1=C(C(=CC=C1)C)N=NN